ClC/C=C/C(=O)NC1=C(C=C(C=C1F)C(=O)C1=CC=C2C(=CC=CN12)C1=C(C2=C(N(C(=N2)C)C)C=C1C)Cl)F (E)-4-chloro-N-(4-(8-(4-chloro-1,2,6-trimethyl-1H-benzo[d]imidazol-5-yl)indolizine-3-carbonyl)-2,6-difluorophenyl)but-2-enamide